C(C)(C)(C)OC(=O)NCCN1CC2=CC=C(C=C2C1=O)C(=O)OC methyl 2-(2-{[(tert-butoxy) carbonyl] amino} ethyl)-3-oxo-2,3-dihydro-1H-isoindole-5-carboxylate